NC=1C2=C(N=CN1)C=CC(=N2)N2C[C@H](CCC2)C2=NOC(=C2)[C@]2(C(N(CC2)C)=O)O (R)-3-(3-((S)-1-(4-aminopyrido[3,2-d]pyrimidin-6-yl)piperidin-3-yl)isoxazol-5-yl)-3-hydroxy-1-methylpyrrolidin-2-one